C1=CC(=C(C=C1Cl)C2=C(C=CC(=C2)Cl)Cl)Cl The molecule is a tetrachlorobiphenyl that is biphenyl in which the hydrogens at the 2 and 5 position of each benzene ring are replaced by chlorines. It is a tetrachlorobiphenyl and a dichlorobenzene.